[1,2,4]triazolo[4,3-b]pyridazin-6-amine N=1N=CN2N=C(C=CC21)N